(3aR,3'aR,8aS,8'aS)-3a,3'a,8a,8'a-tetrahydro-8H,8'H-2,2'-biindeno[1,2-d]oxazole C1[C@H]2[C@@H](C3=CC=CC=C31)N=C(O2)C4=N[C@H]5[C@@H](O4)CC6=CC=CC=C56